(M)-7-(5-Bromo-2-fluoro-phenyl)-6-chloro-4-[(2S,5R)-2,5-dimethyl-4-prop-2-enoyl-piperazin-1-yl]-1-(2-isopropyl-4-methyl-3-pyridyl)pyrido[2,3-d]pyrimidin-2-one BrC=1C=CC(=C(C1)C=1C(=CC2=C(N(C(N=C2N2[C@H](CN([C@@H](C2)C)C(C=C)=O)C)=O)C=2C(=NC=CC2C)C(C)C)N1)Cl)F